(3-(3-fluoropiperidine-1-carbonyl)quinolin-8-yl)boronic acid FC1CN(CCC1)C(=O)C=1C=NC2=C(C=CC=C2C1)B(O)O